O=C1NC(CCC1N1C(C2=CC=C(C=C2C1)N1CC(C1)N1CCC2(CCN(CC2)C(=O)OC(C)(C)C)CC1)=O)=O tert-butyl 9-(1-(2-(2,6-dioxopiperidin-3-yl)-1-oxoisoindolin-5-yl)azetidin-3-yl)-3,9-diazaspiro[5.5]undecane-3-carboxylate